((Z)-2-methyl-3-oxo-1,3-bis(2-(trifluoromethyl)pyridin-4-yl)prop-1-en-1-yloxy)copper C/C(=C(/O[Cu])\C1=CC(=NC=C1)C(F)(F)F)/C(C1=CC(=NC=C1)C(F)(F)F)=O